C(C)C(COC(CCSC=1C(=C2C=NNC2=CC1)Cl)=O)CCCCC 3-((4-chloro-1H-indazol-5-yl)thio)propanoic acid 2-ethylheptyl ester